FC(C(=O)N1CC(C1)N1N=C(C=2C1=NC=CC2)C#CC2=CC=CC=C2)=C 2-fluoro-1-(3-(3-(phenylethynyl)-1H-pyrazolo[3,4-b]pyridin-1-yl)azetidin-1-yl)prop-2-en-1-one